BrC=1C(=CC(=NC1)[N+](=O)[O-])CO (5-bromo-2-nitropyridine-4-yl)methanol